[4-(piperidine-1-carbonyl)phenyl]methanol N1(CCCCC1)C(=O)C1=CC=C(C=C1)CO